C(C)(C)C1CCC2(CC[C@@H](O2)OCCO)CC1 |r| 2-(((2RS,5s,8RS)-8-isopropyl-1-oxaspiro[4.5]decan-2-yl)oxy)ethan-1-ol